ClC=1C=C(C=CC1)C#CCN1N=CC(=CC1=O)C=1OC(=NN1)C(F)F 2-(3-(3-chlorophenyl)prop-2-yn-1-yl)-5-(5-(difluoromethyl)-1,3,4-oxadiazol-2-yl)pyridazin-3(2H)-one